2-bromo-6-(tert-butyl)-4-fluorophenol BrC1=C(C(=CC(=C1)F)C(C)(C)C)O